The molecule is a mimotope of the pyruvate dehydrogenase E2 component (PDC-E2) comprising a 3-(trifluoromethyl)benzoyl group linked to the lipoated PDC-E2 core dodecapeptide (DKATIGFEVQEE) at N-6 of lysine. It has a role as a mimotope. It is a polypeptide and a lipopeptide. CC[C@H](C)[C@@H](C(=O)NCC(=O)N[C@@H](CC1=CC=CC=C1)C(=O)N[C@@H](CCC(=O)O)C(=O)N[C@@H](C(C)C)C(=O)N[C@@H](CCC(=O)N)C(=O)N[C@@H](CCC(=O)O)C(=O)N[C@@H](CCC(=O)O)C(=O)O)NC(=O)[C@H]([C@@H](C)O)NC(=O)[C@H](C)NC(=O)[C@H](CCCCNC(=O)C2=CC(=CC=C2)C(F)(F)F)NC(=O)[C@H](CC(=O)O)NC(=O)C